ClC1=C(C2=CNN=C2C(=C1F)C=1OC(=CC1)C)C=1N=CC=2N(C1)C=C(N2)NC(=O)[C@H]2[C@H](C2)F (1S,2S)-N-(6-(5-chloro-6-fluoro-7-(5-methylfuran-2-yl)-2H-indazol-4-yl)imidazo[1,2-a]pyrazin-2-yl)-2-fluorocyclopropane-1-carboxamide